2-methyl-4-(4-nitrophenyl)pyridine CC1=NC=CC(=C1)C1=CC=C(C=C1)[N+](=O)[O-]